C1(CCCC=2C3=CC=CC=C3NC12)NCCC1=CC=C(CO)C=C1 4-(2-((2,3,4,9-tetrahydro-1H-carbazol-1-yl)amino)ethyl)benzyl alcohol